1,12-bis(3-aminophenoxy)dodecane Tert-butyl-(3-exo)-3-((7-((5-carbamoyl-thiazol-2-yl)amino)-1,6-naphthyridin-5-yl)amino)-8-azabicyclo[3.2.1]octane-8-carboxylate C(C)(C)(C)OC(=O)N1C2CC(CC1CC2)NC2=C1C=CC=NC1=CC(=N2)NC=2SC(=CN2)C(N)=O.NC=2C=C(OCCCCCCCCCCCCOC1=CC(=CC=C1)N)C=CC2